FC1=C(OC2=C(C=C(C=C2)S(=O)(=O)C)C=2C3=C(C(N(C2)C)=O)NC(=C3)CN(C)C)C=CC(=C1)F 4-[2-(2,4-difluorophenoxy)-5-(methylsulfonyl)phenyl]-2-[(dimethylamino)methyl]-6-methyl-1,6-dihydro-7H-pyrrolo[2,3-c]pyridin-7-one